C(CC1=CC=CC=C1)NC(=N)NC(=N)NCCC1=CC=CC=C1 1,5-bis(phenethyl)biguanide